6-Chloro-1-methyl-8-(1-pyridin-3-ylmethyl-1H-pyrazol-4-yl)-9H-pyrido[3,4-b]indole ClC=1C=C2C3=C(NC2=C(C1)C=1C=NN(C1)CC=1C=NC=CC1)C(=NC=C3)C